6-Amino-2-(4-(2-aminoethyl)-1,4-diazepan-1-yl)-5-((2,3-dichlorophenyl)thio)-3-methylpyrimidine-4(3H)-on NC1=C(C(N(C(=N1)N1CCN(CCC1)CCN)C)=O)SC1=C(C(=CC=C1)Cl)Cl